ClC=1C=C(C=CC1OCC1=NC=CC=C1)NC=1SC2=C(N1)C=CC(=C2)NC(\C(=C\C)\CCCCN2CCOCC2)=O (E)-N-(2-((3-chloro-4-(pyridin-2-ylmethoxy)phenyl)amino)benzothiazol-6-yl)-(morpholin-4-yl)butylbut-2-enamide